NC1=CC=C(C=C1)N(C1=CC=C(C=C1)N)C1=CC=C(C=C1)N N,N-bis(4-aminophenyl)-1,4-benzenediamine